isopropyl((ethoxycarbonyl)(((1'R,2'R)-5'-methyl-4-pentyl-2'-(prop-1-en-2-yl)-6-((triethyl silyl)oxy)-1',2',3',4'-tetrahydro-[1,1'-biphenyl]-2-yl)oxy)phosphoryl)-L-alaninate C(C)(C)N([C@@H](C)C(=O)[O-])P(=O)(OC1=C(C(=CC(=C1)CCCCC)O[Si](CC)(CC)CC)[C@H]1[C@@H](CCC(=C1)C)C(=C)C)C(=O)OCC